4-Amino-3-[6-(3'-chloro-4-methylbiphenyl-2-yl)pyridin-3-ylazo]naphthalin NC1=C(C=CC2=CC=CC=C12)N=NC=1C=NC(=CC1)C1=C(C=CC(=C1)C)C1=CC(=CC=C1)Cl